C(C)S(=O)(=O)C=1C=C(C=NC1)C=NO 5-ethylsulfonyl-pyridine-3-carbaldehyde oxime